FC=1C=C(CN2C(=NC3=C2C=CC=C3)N3CCC(CC3)CN3N=CC2=C(C3=O)C=NN2C2=CC=CC=C2)C=CC1 5-((1-(1-(3-fluorobenzyl)-1H-benzo[d]imidazol-2-yl)piperidin-4-yl)methyl)-1-phenyl-1,5-dihydro-4H-pyrazolo[3,4-d]pyridazin-4-one